ClC1=CC(=C(N=N1)C1=C(C=C(C=C1C)C(F)(F)F)O)C(F)F 2-[6-chloro-4-(difluoromethyl)pyridazin-3-yl]-3-methyl-5-(trifluoromethyl)phenol